ClC1=C(C=C(C=C1)F)C1N(C(C2=C3C=CN(C(C3=CC(=C21)C2=C(C(=O)N)C=C(C=C2C(F)(F)F)F)=O)C)=O)CC2=CC=C(C=C2)OC [3-(2-chloro-5-fluorophenyl)-2-[(4-methoxyphenyl)methyl]-7-methyl-1,6-dioxo-2,3-dihydro-1H-pyrrolo[3,4-f]isoquinolin-4-yl]-5-fluoro-3-(trifluoromethyl)benzamide